FC12CCC(CC1)(CC2)CC(=O)N (4-fluorobicyclo[2.2.2]octan-1-yl)acetamide